tert-Butyl 5-[3-[3-[[2-chloro-6-[3-[2-[1-(trifluoromethyl)cyclopropyl]ethoxy]pyrazol-1-yl]pyridine-3-carbonyl]sulfamoyl]phenoxy]propyl]-2,2-dimethyl-pyrrolidine-1-carboxylate ClC1=NC(=CC=C1C(=O)NS(=O)(=O)C=1C=C(OCCCC2CCC(N2C(=O)OC(C)(C)C)(C)C)C=CC1)N1N=C(C=C1)OCCC1(CC1)C(F)(F)F